COC=1C(=CC=C2C=NN(C12)COCC[Si](C)(C)C)B1OC(C(O1)(C)C)(C)C 7-methoxy-6-(4,4,5,5-tetramethyl-1,3,2-dioxaborolan-2-yl)-1-((2-(trimethylsilyl)ethoxy)methyl)-1H-indazole